5-(2,4,6-trichlorophenyl)isoindoline-2,5-dicarboxylic acid 2-tert-butyl ester C(C)(C)(C)OC(=O)N1CC=2C=CC(CC2C1)(C(=O)O)C1=C(C=C(C=C1Cl)Cl)Cl